tert-butyl (S)-2-carbamoyl-4-methyl-3,6-dihydropyridine-1(2H)-carboxylate C(N)(=O)[C@H]1N(CC=C(C1)C)C(=O)OC(C)(C)C